C1(=CC=CC=C1)C(CCCC)(C1=CC=CC=C1)C1=CC=CC=C1 1,1,1-triphenylpentane